N-(2-(1-benzylpiperidin-4-yl)ethyl)-5-bromothiophene-2-carboxamide C(C1=CC=CC=C1)N1CCC(CC1)CCNC(=O)C=1SC(=CC1)Br